OCCOP(=O)([O-])[O-] monohydroxyethylphosphate